FC(C(=O)O)(F)F.ClC1=C(C=CC=C1C1=CC(=NC=C1)OC)[C@@]1(CC(N(C(N1)=N)[C@@H]1C[C@@H](OCC1)C)=O)C (6S)-6-[2-Chloro-3-(2-methoxy-pyridin-4-yl)phenyl]-2-imino-6-methyl-3-[(2S,4S)-2-methyl-tetrahydropyran-4-yl]hexahydro-pyrimidin-4-one trifluoroacetic acid salt